tetraethyl-1,4,8,11-tetraazacyclotetradecane-1,4,8,11-tetraacetic acid C(C)C1(CN(CCN(CC(CN(CCN(C1)CC(=O)O)CC(=O)O)(CC)CC)CC(=O)O)CC(=O)O)CC